tert-butyl 6-[4-carbamoyl-3-(trifluoromethoxy) benzyl]-2-azaspiro[3.3]heptane-2-carboxylate C(N)(=O)C1=C(C=C(CC2CC3(CN(C3)C(=O)OC(C)(C)C)C2)C=C1)OC(F)(F)F